OC(CCCC(=O)[O-])CCCC 5-hydroxynonanate